NC1CC(C1)CC(=O)NC 2-(3-Aminocyclobutyl)-N-methylacetamide